OC=1C=NC=C(C1C1=CC(=NN1)NC=1N=CC(=NC1)C#N)OC 5-((5-(3-hydroxy-5-methoxypyridin-4-yl)-1H-pyrazol-3-yl)amino)pyrazine-2-carbonitrile